(S)-quinuclidin-3-yl (2-(4-fluorophenyl)-3-oxoisoindolin-4-yl)(methyl)carbamate FC1=CC=C(C=C1)N1CC2=CC=CC(=C2C1=O)N(C(O[C@@H]1CN2CCC1CC2)=O)C